benzyl (2S,4S)-2-(cyanomethyl)-4-(4-(trifluoromethyl) phenoxy)pyrrolidine-1-carboxylate C(#N)C[C@@H]1N(C[C@H](C1)OC1=CC=C(C=C1)C(F)(F)F)C(=O)OCC1=CC=CC=C1